ClC1=C(C=CC(=C1)Cl)[C@H](C)N1C(=NC2=C1C=C(C(=C2)F)F)N2C[C@H]([C@@H](CC2)F)N (3r,4r)-1-(1-((1S)-1-(2,4-dichlorophenyl)ethyl)-5,6-difluoro-1H-benzoimidazol-2-yl)-4-fluoro-3-piperidinamine